(S)-1-(2-((S)-3-aminopyrrolidin-1-yl)acetyl)pyrrolidine-2-carbonitrile trifluoroacetate FC(C(=O)O)(F)F.N[C@@H]1CN(CC1)CC(=O)N1[C@@H](CCC1)C#N